CC1=CC=NN1 5-methyl-1H-pyrazol